5-Methoxy-2-methyl-4-(2-{[({(1E)-1-[3-(trifluoromethyl)phenyl]ethyliden}amino)oxy]methyl}phenyl)-2,4-dihydro-3H-1,2,4-triazol-3-on COC=1N(C(N(N1)C)=O)C1=C(C=CC=C1)CO/N=C(\C)/C1=CC(=CC=C1)C(F)(F)F